(1-Boc-pyrazol-4-yl)-5-(2-fluoro-4-aminophenoxy)-1-ethyl-1H-indazole C(=O)(OC(C)(C)C)N1N=CC(=C1)C1=NN(C2=CC=C(C=C12)OC1=C(C=C(C=C1)N)F)CC